ClC1=CC=C2C(=CNC2=C1)\C=C\1/NC(N(C1=O)C(C(=O)O)C1=CC=C(C=C1)Cl)=O (Z)-2-(4-((6-chloro-1H-indol-3-yl)methylene)-2,5-dioxoimidazolidin-1-yl)-2-(4-chlorophenyl)acetic acid